C(C=C)[Pd-2](Cl)=C1N(C=CN1C1=C(C=CC=C1C(C)C)C(C)C)C1=C(C=CC=C1C(C)C)C(C)C Allyl[1,3-bis(2,6-diisopropylphenyl)imidazol-2-ylidene]chloropalladium(II)